5-(2-nitropropyl)-7-cyanoindoline tert-butyl-4-(7-(4-cyanopyridin-2-yl)-5-(pyrrolidin-1-yl)-7H-pyrrolo[2,3-d]pyrimidin-4-yl)-3,3-dimethylpiperazine-1-carboxylate C(C)(C)(C)OC(=O)N1CC(N(CC1)C=1C2=C(N=CN1)N(C=C2N2CCCC2)C2=NC=CC(=C2)C#N)(C)C.[N+](=O)([O-])C(CC=2C=C1CCNC1=C(C2)C#N)C